1,3,5-tris(hex-5-yn-1-yl)-1,3,5-triazinan-2,4,6-trione C(CCCC#C)N1C(N(C(N(C1=O)CCCCC#C)=O)CCCCC#C)=O